(S)-1-(4-((9-ethyl-9H-carbazol-3-yl)carbamoyl)benzyl)-N-(3-((1,2,3,4-tetrahydroacridin-9-yl)amino)propyl)pyrrolidine-3-carboxamide C(C)N1C2=CC=CC=C2C=2C=C(C=CC12)NC(=O)C1=CC=C(CN2C[C@H](CC2)C(=O)NCCCNC=2C3=CC=CC=C3N=C3CCCCC23)C=C1